N1(C=CC2=NC=CC=C21)C(=O)N pyrrolo[3,2-b]pyridine-1-carboxamide